2-(4-((4-(6-fluoro-1H-indol-3-yl)-3,6-dihydropyridin-1(2H)-yl)methyl)phenoxy)-N-hydroxyacetamide FC1=CC=C2C(=CNC2=C1)C=1CCN(CC1)CC1=CC=C(OCC(=O)NO)C=C1